OC1CN(C2C1N(N(C2)C(=O)OC(C)(C)C)C)C(=O)OC(C)(C)C (cis)-di-tert-butyl 6-hydroxy-1-methylhexahydropyrrolo[3,2-c]pyrazole-2,4-dicarboxylate